ethylpiperidinium C(C)[NH+]1CCCCC1